C1(CC1)C=1OC(=C(N1)C1=CC=CC=C1)OC1=CC(=NC=C1)NC=1C=C(C=CC1)S(=O)(=O)N 3-((4-((2-Cyclopropyl-4-phenyloxazol-5-yl)oxy)pyridin-2-yl)amino)benzenesulfonamide